methyl 6-[(3R,5S)-4-(tert-butoxycarbonyl)-3,5-dimethylpiperazin-1-yl]-2-[6-(methoxymethoxy)-2,7-dimethylindazol-5-yl]-1,8-naphthyridine-4-carboxylate C(C)(C)(C)OC(=O)N1[C@@H](CN(C[C@@H]1C)C=1C=C2C(=CC(=NC2=NC1)C1=CC2=CN(N=C2C(=C1OCOC)C)C)C(=O)OC)C